FC1=C(C#N)C(=CC(=C1)CC(C)C)C=O 2-fluoro-6-formyl-4-isobutyl-benzonitrile